ClC1=CC=C(C=C1)[C@H](CCNC(=O)C=1N=C(N(C1C)C)C1=CC=C2C(=NNC2=C1)C(=O)NC)O (S)-6-(4-((3-(4-chlorophenyl)-3-hydroxypropyl)carbamoyl)-1,5-dimethyl-1H-imidazol-2-yl)-N-methyl-1H-indazole-3-carboxamide